tetramethyl-1,1'-spirobi-indan-5,6,7,5',6',7'-hexaol CC1(C(C2(C3=C(C(=C(C=C13)O)O)O)CCC1=CC(=C(C(=C12)O)O)O)(C)C)C